CNC=1N=CC(=C2C=C(N=CC12)NC(=O)C1CC1)NC1=CC=CC=C1 N-(8-(methylamino)-5-(phenylamino)-2,7-naphthyridin-3-yl)cyclopropanecarboxamide